ClC1=C(C=C(C=C1)N1CC2(C3=NC(=CC=C31)C(=O)N3C(C(NCC3)=O)(C)C)CCC2)F 4-(1'-(4-chloro-3-fluorophenyl)-1',2'-dihydrospiro[cyclobutane-1,3'-pyrrolo[3,2-b]pyridine]-5'-carbonyl)-3,3-dimethylpiperazin-2-one